FC1(CCN(CCC1)C1=NC=2CCC(CC2C=C1C(=O)O)(C)C)F 2-(4,4-difluoroazepan-1-yl)-6,6-dimethyl-5,6,7,8-tetrahydroquinoline-3-carboxylic acid